(S)-2-(((3-butyl-3-ethyl-7-(methylthio)-1,1-dioxido-5-phenyl-2,3,4,5-tetrahydro-1,2,5-benzothiadiazepin-8-yl)methyl)thio)acetic acid C(CCC)[C@@]1(NS(C2=C(N(C1)C1=CC=CC=C1)C=C(C(=C2)CSCC(=O)O)SC)(=O)=O)CC